N-[1-(6-Chloro-4-methylpyridazin-3-yl)ethyl]-2-(5,6-difluoro-2-oxo-1,4-dihydroquinazolin-3-yl)acetamide ClC1=CC(=C(N=N1)C(C)NC(CN1C(NC2=CC=C(C(=C2C1)F)F)=O)=O)C